Dimethylsilyl-(tetramethylcyclopentadienyl)(trimethylsilylmethylene-cyclopentadienyl)zirconium (IV) C[SiH](C)[Zr+](C1=CC=CC1=C[Si](C)(C)C)C1(C(=C(C(=C1)C)C)C)C